N1N=CC(=C1)C=1C=CC(=NC1)N1CC2(C(C1=O)NC1=CC(=CC=C1)OC)CCN(CC2)C(CCC=2OC(=NN2)C2=CC=CC=C2)=O 2-(5-(1H-pyrazol-4-yl)pyridin-2-yl)-4-((3-methoxyphenyl)amino)-8-(3-(5-phenyl-1,3,4-oxadiazol-2-yl)propionyl)-2,8-diazaspiro[4.5]decan-3-one